2-[(2Z)-2-penten-1-yl]-2-cyclopenten-1-one C(\C=C/CC)C=1C(CCC1)=O